[N].[C].[SiH4] silicon hydride carbon nitrogen